N1CC(C1)S(=O)(=O)C=1N=C(NC1)C(C1=CC(=C(C=C1)F)F)C1=CC(=C(C=C1)F)Cl 4-(azetidin-3-ylsulfonyl)-2-((3-chloro-4-fluorophenyl)(3,4-difluorophenyl)methyl)-1H-imidazole